CC1=NC(=CC(=N1)NC1=NN2C(C=C(C=C2)C=2N(N=CC2OC[C@@H]2N(CC2)C)CC)=C1)C N-(2,6-dimethylpyrimidin-4-yl)-5-[2-ethyl-4-[[(2R)-1-methylazetidin-2-yl]methoxy]pyrazol-3-yl]pyrazolo[1,5-a]pyridin-2-amine